2-(5-((E)-((1S,2R,5S)-2-fluoro-1,5-dimethyl-8-azabicyclo[3.2.1]oct-6-en-3-ylidene)methyl)pyrazin-2-yl)-5-(2-methoxypyridin-4-yl)phenol F[C@H]\1[C@@]2(C=C[C@](C/C1=C\C=1N=CC(=NC1)C1=C(C=C(C=C1)C1=CC(=NC=C1)OC)O)(N2)C)C